tert-Butyl 8-methylene-11-oxo-10-(2,2,2-trifluoroethyl)-3,4,8,9,10,11-hexahydro-1H-pyrido-[4',3':3,4]pyrazolo[1,5-a][1,4]diazepine-2(7H)-carboxylate C=C1CN(C(C=2N(C1)N=C1C2CN(CC1)C(=O)OC(C)(C)C)=O)CC(F)(F)F